6-(Benzyloxy)-N-(2-chloro-5-methoxyphenyl)-2-methylpyridin-3-amine C(C1=CC=CC=C1)OC1=CC=C(C(=N1)C)NC1=C(C=CC(=C1)OC)Cl